CN(CCCN(C(=O)[C@H]1CN([C@@H]2CC=3C4=C([C@H]2C1)C=CC=C4NC3)CC=C)C(NCC)=O)C (6aR,9R,10aR)-N-[3-(dimethylamino)propyl]-N-(ethylcarbamoyl)-7-prop-2-enyl-6,6a,8,9,10,10a-hexahydro-4H-indolo[4,3-fg]quinoline-9-carboxamide